The molecule is the L-enantiomer of N-acetylcitrulline. It is a N-acetylcitrulline and a N-acetyl-L-amino acid. It derives from a L-citrulline. It is a conjugate acid of a N-acetyl-L-citrullinate. CC(=O)N[C@@H](CCCNC(=O)N)C(=O)O